F[C@H]1CN(CC[C@H]1NC1=C2C=C(N(C2=CC=C1)CC(F)(F)F)C1=NN=C(O1)CNC(=O)C=1SC=CC1)C |r| (+/-)-N-((5-(4-(((3S,4R)-3-fluoro-1-methylpiperidin-4-yl)amino)-1-(2,2,2-trifluoroethyl)-1H-indol-2-yl)-1,3,4-oxadiazol-2-yl)methyl)thiophene-2-carboxamide